ClC1=C(C(=NC(=N1)CC1=CC=C(C=C1)OC)N)OC1=C(C=CC=C1)OC 6-chloro-2-(4-methoxybenzyl)-5-(2-methoxyphenoxy)pyrimidin-4-amine